m-phenylenebis(trifluoroacetamide) C1(=CC(=CC=C1)C(C(=O)NF)(F)F)C(C(=O)NF)(F)F